6-((1-propenoylpiperidin-4-yl)oxy)-7-methoxyquinazolin C(C=C)(=O)N1CCC(CC1)OC=1C=C2C=NC=NC2=CC1OC